C(CCCCC)C([C@@]([C@@]1(C(=C(C(=O)O1)OCCCCCC)O)CCCCCCCCCC)(OCCCCCC)CCCCCC)O.O=C1C(O)=C(O)[C@H](O1)[C@@H](O)CO.C(CCCCC)C(C(O)(CCCCCC)CCCCCC)(CCCCCCCC)CCCCCC tetrahexyldecanol ascorbate (Tetrahexyldecyl-Ascorbate)